N=C(C(=O)[O-])CC iminobutanoate